5-hydroxy-2-methyl-3-phenyl-2,3-dihydro-1H-benzo[e]indazol-1-one OC=1C2=C(C=3C(N(N(C3C1)C1=CC=CC=C1)C)=O)C=CC=C2